C(C)(C)(C)C(C(C(=O)OCC(COC(C(C(C1=CC=CC=C1)C(C)(C)C)(O)C(C)(C)C)=O)(COC(C(C(C1=CC=CC=C1)C(C)(C)C)(O)C(C)(C)C)=O)COC(C(C(C1=CC=CC=C1)C(C)(C)C)(O)C(C)(C)C)=O)(O)C(C)(C)C)C1=CC=CC=C1 Pentaerythritol tetra(di-tert-butylhydroxyhydrocinnamate)